1-[4-[7-(3-benzyloxy-1-naphthyl)-2-[2-(dimethylamino)ethoxy]-6,8-dihydro-5H-pyrido[3,4-d]pyrimidin-4-yl]-2-[2-[tert-butyl(diphenyl)silyl]oxyethyl]piperazin-1-yl]prop-2-en-1-one C(C1=CC=CC=C1)OC=1C=C(C2=CC=CC=C2C1)N1CC=2N=C(N=C(C2CC1)N1CC(N(CC1)C(C=C)=O)CCO[Si](C1=CC=CC=C1)(C1=CC=CC=C1)C(C)(C)C)OCCN(C)C